FC(C(C(F)(F)F)(O)C1=CC(=CC=C1)C(F)(F)F)(F)F 4-(1,1,1,3,3,3-hexafluoro-2-hydroxypropan-2-yl)-2-(trifluoromethyl)benzene